C(C1=CC=CC=C1)OC1=NC=2N(C(=C1)N1CCOCC1)N=C(C2)C2=NN(C(=C2)C)C(=O)OC(C)(C)C tert-butyl 3-(5-(benzyloxy)-7-morpholinopyrazolo[1,5-a]pyrimidin-2-yl)-5-methyl-1H-pyrazole-1-carboxylate